CN(CCN(C=1C(=CC(=CC1)NC=1N=C(C2=C(N1)NC=C2)C2=CN(C1=CC=CC=C21)C)NCC)CC)C N1-(2-(dimethylamino)ethyl)-N1,N2-diethyl-N4-(4-(1-methyl-1H-indol-3-yl)-7H-pyrrolo[2,3-d]pyrimidin-2-yl)benzene-1,2,4-triamine